N-(2-iodoethyl)morpholine hydroiodide I.ICCN1CCOCC1